C(C)OSC(SCCCS(=O)(=O)O)=O 3-[(ethoxy-thioketomethyl)thio]-1-propanesulfonic acid